O1C=NC=C1C=O oxazol-5-yl-methanone